3-(1,1-Difluoro-2,2-dimethyl-propyl)isoxazol-5-amine FC(C(C)(C)C)(F)C1=NOC(=C1)N